BrCC=1C=NOC1C 4-(bromomethyl)-5-methylisoxazole